piperidineic acid N1(CCCCC1)C(=O)O